C(C)(C)(C)OC(NCC=1SC2=C(C=NC=3C=C(C=CC23)Br)N1)=O ([7-bromo-[1,3]thiazolo[4,5-c]quinolin-2-yl]methyl)carbamic acid tert-butyl ester